O=C1NC(CCC1NC1=C(CN2CCN(CC2)C2=CC=C(C=C2)N2N=C3C(=CC=CC3=C2)C(=O)N)C=CC=C1)=O 2-(4-(4-(2-((2,6-dioxopiperidin-3-yl)amino)benzyl)piperazin-1-yl)phenyl)-2H-indazole-7-carboxamide